C(C)(C)(C)OC(=O)N1C=NC2=C1C=C(C=C2)C 6-methyl-benzimidazole-1-carboxylic acid tert-butyl ester